OC(=O)C1C2C3C4C=CC(C3C(C1)C2)C4 8-hydroxycarbonyltetracyclo[4.4.0.12,5.17,10]Dodeca-3-ene